(S)-2-((((4-chlorobenzyl)oxy)carbonyl)amino)-4-((2-methoxyethyl)(4-(5,6,7,8-tetrahydro-1,8-naphthyridin-2-yl)butyl)amino)butanoic acid ClC1=CC=C(COC(=O)N[C@H](C(=O)O)CCN(CCCCC2=NC=3NCCCC3C=C2)CCOC)C=C1